FC(OC1=CC2=C(N=C(O2)C=2C(=C(C=CC2)C2=C(C(=CC=C2)C=2OC3=C(N2)C=C(C=C3)CN3C(CC3)CO)C)C)C=C1CN1[C@@H](CCC1)C(=O)O)F ((6-(difluoromethoxy)-2-(3'-(5-((2-(hydroxymethyl)azetidin-1-yl)methyl)benzo[d]oxazol-2-yl)-2,2'-dimethyl-[1,1'-biphenyl]-3-yl)benzo[d]oxazol-5-yl)methyl)-L-proline